Cl.CN1N=CC(=N1)NC=1C=2CNCC2C=CC1 N-(2-methyl-2H-1,2,3-triazol-4-yl)isoindolin-4-amine hydrochloride